tert-butyl 1-(cyclopropylmethyl)-2-(7-fluoro-5-(methoxycarbonyl)-1-methyl-1H-benzo[d]imidazol-2-yl)pyrrolo[2,3-e]indole-6(1H)-carboxylate C1(CC1)CN1C(=CC=2C1=C1C=CN(C1=CC2)C(=O)OC(C)(C)C)C2=NC1=C(N2C)C(=CC(=C1)C(=O)OC)F